4-(tert-butyldimethylsilyloxy)-2,2-dimethylbutan-1-ol [Si](C)(C)(C(C)(C)C)OCCC(CO)(C)C